ClC1=CC(=C(C=N1)C=1C=NC(=CC1)C(=O)N1CCC(CC1)O)N1C[C@H](CCC1)O (S)-(6'-chloro-4'-(3-hydroxypiperidin-1-yl)-[3,3'-bipyridin]-6-yl)(4-hydroxypiperidin-1-yl)methanone